(S)-1-(2,4-difluorophenyl)-4-prolyl-1,4-diazepane hydrochloride Tert-butyl-(S)-2-(4-(2,4-difluorophenyl)-1,4-diazepan-1-carbonyl)pyrrolidin-1-carboxylate C(C)(C)(C)OC(=O)N1[C@@H](CCC1)C(=O)N1CCN(CCC1)C1=C(C=C(C=C1)F)F.Cl.FC1=C(C=CC(=C1)F)N1CCN(CCC1)C([C@H]1NCCC1)=O